((trifluoromethyl)sulfonyl)methanesulfonamide FC(S(=O)(=O)CS(=O)(=O)N)(F)F